5-(isobutoxymethyl)quinolin-8-ol C(C(C)C)OCC1=C2C=CC=NC2=C(C=C1)O